trans-1,2-ethylene glycol C(CO)O